OC1(CC(=C(C=O)C=C1)C=O)C=O 4-hydroxytrimellitaldehyde